gluconic acid-tryptophan salt N[C@@H](CC1=CNC2=CC=CC=C12)C(=O)O.O=C([C@H](O)[C@@H](O)[C@H](O)[C@H](O)CO)O